C(C)C=1CC2=C(C3=CC=C(C=C3C(=C2CC1)OC1=CC=CC=C1)Cl)OC(C=C)=O 2-ethyl-6-chloro-9-acryloyloxy-10-phenoxy-1,4-dihydroanthracene